(benzothien-2-yl)-N,6-dimethylquinazolin-2-amine S1C(=CC2=C1C=CC=C2)C2=NC(=NC1=CC=C(C=C21)C)NC